C(C=C)(=O)NC=1C=C(C(=O)NC=2C=C(C=CC2)NC2=CC=NC=3N2N=CC3C(C)C)C=CC1 7-((3-(3-acrylamidobenzamido)phenyl)amino)-3-isopropylpyrazolo[1,5-a]pyrimidine